1,1-diethylene glycol monomethyl ether COC(COCC)O